FC(=C(F)F)C1=CC=C(C=C1)C(=C(F)F)F 1,4-bis-(Trifluorovinyl)benzene